C1(=CC=CC=C1)C(CC1=CC=CC=C1)P 1,2-diphenylethyl-phosphine